FC1=C(C(=CC=C1)F)CN1C(N(C(C2=C1SC(=C2CN(C)C)C2=CC=C(C=C2)NC(=O)NOC)=O)C=2C=NC(=CC2)S(=O)(=O)C)=O 1-(4-{1-[(2,6-difluorophenyl)methyl]-5-[(dimethylamino)methyl]-3-(6-methylsulfonylpyridin-3-yl)-2,4-dioxothieno[2,3-d]pyrimidin-6-yl}phenyl)-3-methoxyurea